8-[6-(3,3-dimethylazetidin-1-yl)pyridin-3-yl]-3-methyl-6-oxo-2H,3H,4H,6H-pyrimido[2,1-b][1,3]thiazine-7-carbonitrile CC1(CN(C1)C1=CC=C(C=N1)C=1N=C2SCC(CN2C(C1C#N)=O)C)C